2-azabicyclo[3.2.0]heptan C12NCCC2CC1